C(C1=CC=CC=C1)C(C(=O)O)(C(=O)O)OC[C@H]1O[C@H]([C@@H]([C@@]1(O)C#C)O)N1C2=NC(=NC(=C2N=C1)CCCC(=O)O)Cl 2-benzyl-2-(((2R,3S,4R,5R)-5-(6-(3-carboxypropyl)-2-chloro-9H-purin-9-yl)-3-ethynyl-3,4-dihydroxytetrahydrofuran-2-yl)methoxy)malonic acid